ClC=1C(=CC2=C(N(C[C@H](N(S2(=O)=O)C)C2CCCCC2)C2=CC=CC=C2)C1)C=1C=CC(=C(C(=O)OC)C1)O methyl (R)-5-(7-chloro-3-cyclohexyl-2-methyl-1,1-dioxido-5-phenyl-2,3,4,5-tetrahydrobenzo[f][1,2,5]thiadiazepin-8-yl)-2-hydroxybenzoate